ClC=1C=C(C=CC1F)NC1=NC=NC2=CC(=C(C=C12)NC(C=C)=O)OCCCN1CCC(CC1)N1CCN(CC1)CCCCCCSC1=C2CN(C(C2=CC=C1)=O)C1C(NC(CC1)=O)=O N-(4-((3-chloro-4-fluorophenyl)amino)-7-(3-(4-(4-(6-((2-(2,6-dioxopiperidin-3-yl)-1-oxoisoindolin-4-yl)thio)hexyl)piperazin-1-yl)piperidin-1-yl)propoxy)quinazolin-6-yl)acrylamide